(S,E)-2-(11,11-difluoro-3-hydroxy-3,7-dimethylundeca-6,10-dien-1-yl)-3,5,6-trimethylcyclohexa-2,5-diene-1,4-dione FC(=CCC/C(=C/CC[C@](CCC=1C(C(=C(C(C1C)=O)C)C)=O)(C)O)/C)F